8-Chloro-2-(1-(((1s,4s)-4-methoxycyclohexyl)methyl)-1H-pyrazol-4-yl)-7-((2-methyl-1H-benzo[d]imidazol-6-yl)oxy)quinoxaline ClC=1C(=CC=C2N=CC(=NC12)C=1C=NN(C1)CC1CCC(CC1)OC)OC=1C=CC2=C(NC(=N2)C)C1